FC(C(=O)O)(F)F.ClC=1C=NC=C(C1[C@@H](C)OC=1C=C2C(=NNC2=CC1OC)C=1C=NC(=C(C#N)C1)N1CC2(CC2)C1)Cl (R)-5-(5-(1-(3,5-dichloropyridin-4-yl)ethoxy)-6-methoxy-1H-indazol-3-yl)-2-(5-azaspiro[2.3]hexan-5-yl)nicotinonitrile trifluoroacetate